ClC1=CC=C(C=C1)SCCCN1CNC2=C1C=CC=C2 3-[3-(4-chlorophenyl)sulfanylpropyl]-1H-benzimidazol